O=C(C(=O)OCC#CC(C1=CC=CC=C1)=O)C 4-oxo-4-phenylbut-2-yn-1-yl 2-oxopropanoate